(1R)-1-(2-fluoro-3-(1,1-difluoro)ethylphenyl)ethylamine hydrochloride Cl.FC1=C(C=CC=C1C(C)(F)F)[C@@H](C)N